CN(C(=O)C=1C=C(C=C2C1C(=C(O2)C2=CC=C(C=C2)O)C2=CC(=CC(=C2)O)O)O)CC2=CC=CC=C2 N-methyl-N-(phenylmethyl)-2-(4-hydroxyphenyl)-3-(3,5-dihydroxyphenyl)-6-hydroxy-4-benzofurancarboxamide